3-methyl-N-(3-(5-(1-methylpiperidin-4-yloxy)pyridin-2-yl)-1H-1,2,4-triazol-5-yl)pyridin-2-amine CC=1C(=NC=CC1)NC1=NC(=NN1)C1=NC=C(C=C1)OC1CCN(CC1)C